(2S,4R)-4-fluoro-N-[(S)-phenyl[4-(propan-2-yl)phenyl]methyl]-1-[4-(pyridin-3-yl)butanoyl]pyrrolidine-2-carboxamide F[C@@H]1C[C@H](N(C1)C(CCCC=1C=NC=CC1)=O)C(=O)N[C@H](C1=CC=C(C=C1)C(C)C)C1=CC=CC=C1